OCCCCCCCCCOCCCCCCCNC(=O)[C@@H]1[C@H](N(C(C1)=O)C)C=1C=NC=CC1 (2S,3S)-N-(7-((9-Hydroxynonyl)oxy)heptyl)-1-methyl-5-oxo-2-(pyridin-3-yl)pyrrolidine-3-carboxamide